N-benzyl-3',4,4',5-tetrahydroxy-[1,1'-biphenyl]-2-sulfonamide C(C1=CC=CC=C1)NS(=O)(=O)C=1C(=CC(=C(C1)O)O)C1=CC(=C(C=C1)O)O